CC(C)CC(CC(C)C)O[Si](C1=C(C=CC=C1)C1CC1)(OC(CC(C)C)CC(C)C)OC(CC(C)C)CC(C)C tris((2,6-dimethylheptan-4-yl)oxy)(2-cyclopropylphenyl)silane